tert-butyl-(1S,4S)-2,5-diazabicyclo[2.2.1]heptane C(C)(C)(C)[C@]12NC[C@@H](NC1)C2